3-Bromo-7-(4-methyl-2-oxopiperazin-1-yl)-1-tosyl-1H-indole-5-carbonitrile BrC1=CN(C2=C(C=C(C=C12)C#N)N1C(CN(CC1)C)=O)S(=O)(=O)C1=CC=C(C)C=C1